C1(=CC=CC=C1)C1=CC=2C=CC=C(C2CC1)CCCCCOC1OCCCC1 2-{[5-(6-phenyl-7,8-dihydronaphthalen-1-yl)pentyl]oxy}tetrahydropyran